(1H-Imidazol-2-yl)-methylamine N1C(=NC=C1)NC